tert-butyl 5-{[4-(1-cyanocyclopentyl)-6-[(3R)-3-methylmorpholin-4-yl] pyridin-2-yl] amino}-1H-pyrazole-1-carboxylate C(#N)C1(CCCC1)C1=CC(=NC(=C1)N1[C@@H](COCC1)C)NC1=CC=NN1C(=O)OC(C)(C)C